FC(C1=CC=C(C=C1)C=1C=2N(C=C(N1)N1CC(CC1)C(=O)[O-])C=CN2)(F)F 1-(8-(4-(trifluoromethyl)phenyl)imidazo[1,2-a]pyrazin-6-yl)pyrrolidine-3-carboxylate